(benzofuran-3-yl)isoindoline-2-carboxylic acid tert-butyl ester C(C)(C)(C)OC(=O)N1C(C2=CC=CC=C2C1)C1=COC2=C1C=CC=C2